(2R,4R)-4-methoxypyrrolidine-2-carboxylic acid CO[C@@H]1C[C@@H](NC1)C(=O)O